3-Methyl-1-[2-({4-[4-(oxetan-3-yl)piperazin-1-yl]phenyl}amino)-5-[2-(triisopropylsilyl)ethynyl]pyrido[2,3-d]pyrimidin-7-yl]-1,3-diazaspiro[4.4]nonan-2-one CN1C(N(C2(C1)CCCC2)C=2C=C(C1=C(N=C(N=C1)NC1=CC=C(C=C1)N1CCN(CC1)C1COC1)N2)C#C[Si](C(C)C)(C(C)C)C(C)C)=O